2-vinyltetrahydro-2H-pyran-2-ol C(=C)C1(OCCCC1)O